CC1(CN(C1)C1=C(C=C(C=N1)C=1C(=C(COC(NC(N)=N)=O)C=CC1)F)F)C Carbamimidoyl-carbamic acid 3-[6-(3,3-dimethylazetidin-1-yl)-5-fluoropyridin-3-yl]-2-fluorobenzyl ester